BrC=1C=C(C(=C(C1)[C@H](CC(=O)OCC)NS(=O)C(C)(C)C)F)C(F)(F)F ethyl (S)-3-(5-bromo-2-fluoro-3-(trifluoromethyl)phenyl)-3-((tert-butylsulfinyl)amino)propanoate